4,8-Dimethyltetradecan CC(CCC)CCCC(CCCCCC)C